N-((4-((3-(4-(((1R,4R)-4-(7-oxa-2-azaspiro[3.5]nonan-2-yl)cyclohexyl)amino)-1-(2,2,2-trifluoroethyl)-1H-indol-2-yl)prop-2-yn-1-yl)amino)-3-methoxyphenyl)sulfonyl)-2-aminoacetamide C1N(CC12CCOCC2)C2CCC(CC2)NC2=C1C=C(N(C1=CC=C2)CC(F)(F)F)C#CCNC2=C(C=C(C=C2)S(=O)(=O)NC(CN)=O)OC